N[C@@H]1[C@@H](C2=CC=CC=C2C1)NC(=O)C1=CN(CCS1)C1=C2C(=NC=C1)NC=C2 N-((1R,2S)-2-amino-2,3-dihydro-1H-inden-1-yl)-4-(1H-pyrrolo[2,3-b]pyridin-4-yl)-3,4-dihydro-2H-1,4-thiazine-6-carboxamide